N-(5-{[(3R)-1-(6-chloropyridazin-3-yl)pyrrolidin-3-yl]oxy}-1,3,4-thiadiazol-2-yl)-2-phenylacetamide ClC1=CC=C(N=N1)N1C[C@@H](CC1)OC1=NN=C(S1)NC(CC1=CC=CC=C1)=O